O=C1NC(CCC1NC(=O)C1=C(C=C(C=C1)N1CCN(CC1)CCC(=O)N1CCC(CC1)NC(OC(C)(C)C)=O)F)=O tert-butyl (1-(3-(4-(4-((2,6-dioxopiperidin-3-yl)carbamoyl)-3-fluorophenyl) piperazin-1-yl)propanoyl)piperidin-4-yl)carbamate